1,2,3,4-tetrahydronaphthalene-1-carboxamide C1(CCCC2=CC=CC=C12)C(=O)N